FC(C(=O)NC1CN(CCC1)C1=CC2=C(N=C(N=C2)NC=2C=NN(C2)CCO)N(C1=O)C)=C 2-fluoro-N-[1-[2-[[1-(2-hydroxyethyl)pyrazol-4-yl]amino]-8-methyl-7-oxo-pyrido[2,3-d]pyrimidin-6-yl]-3-piperidinyl]prop-2-enamide